N,N-dimethyl-3-((methylsulfonyl)oxy)propan-1-aminium chloride [Cl-].C[NH+](CCCOS(=O)(=O)C)C